CC1=C(C(=C(C1[Ga]CCCC)C)C)C tetramethyl-n-butylcyclopentadienyl-gallium